CC=1SC=C(N1)C1=CC=CC=C1 2-methyl-4-phenylthiazole